2-[(2S,5R)-2,5-dimethylpiperazin-1-yl]-6-fluoroquinoxaline C[C@@H]1N(C[C@H](NC1)C)C1=NC2=CC=C(C=C2N=C1)F